C(=O)O.C(=O)O.OC(C(=O)OCC1CCN(CC1)CC1=CC=CC=C1)(C1=CC=CC=C1)C1=CC(=CC=C1)C(NCCCCNC[C@@H](C1=C2C=CC(NC2=C(C=C1)O)=O)O)=O (1-benzylpiperidin-4-yl)methyl 2-hydroxy-2-(3-((4-(((R)-2-hydroxy-2-(8-hydroxy-2-oxo-1,2-dihydroquinolin-5-yl)ethyl)amino)butyl)carbamoyl)phenyl)-2-phenylacetate diformate